[Mn].[Si].[P] phosphorus silicon-manganese